boron di(malic acid) C(C(O)CC(=O)O)(=O)O.C(C(O)CC(=O)O)(=O)O.[B]